(E)-N-(2-methylsulfanyl-ethyl)-N-phenyl-3-(p-tolyl)prop-2-enamide CSCCN(C(\C=C\C1=CC=C(C=C1)C)=O)C1=CC=CC=C1